C(C)(C)(C)OC(=O)N1C[C@H]([C@H](C1)NC(=O)[C@H]1CN(C[C@H](O1)C)C1=C2C=CC=NC2=C(C=C1)I)F cis-3-fluoro-4-[[(2R,6R)-4-(8-iodo-5-quinolyl)-6-methyl-morpholine-2-carbonyl]amino]pyrrolidine-1-carboxylic acid tert-butyl ester